O=C1OCCN1[C@@H]1C(=NN(C1)C(=O)N[C@H](C)C=1C=NC(=NC1)C)C1=CC=C(C=C1)Cl (S)-4-(2-oxooxazolidin-3-yl)-3-(4-chlorophenyl)-N-((R)-1-(2-methylpyrimidin-5-yl)ethyl)-4,5-dihydro-1H-pyrazol-1-carboxamide